N-(3-((4-(4-fluoro-2-methyl-1H-indol-5-yloxy)-6-methoxyquinazolin-7-yloxy)cyclohexyl)cyclobutyl)cyclobutylamine FC1=C2C=C(NC2=CC=C1OC1=NC=NC2=CC(=C(C=C12)OC)OC1(CCCCC1)C1CC(C1)NC1CCC1)C